CC1=CC=C(C=C1)C=CC(C)C 1-methyl-4-(3-methylbut-1-en-1-yl)benzene